1-(2,3-Dihydrobenzo[b][1,4]dioxin-6-yl)-4-(4-(trifluoromethyl)phenyl)butane-1,4-dione tert-butyl-N-[2-chloro-4-(3-fluoro-2-pyridyl)-3-pyridyl]carbamate C(C)(C)(C)OC(NC=1C(=NC=CC1C1=NC=CC=C1F)Cl)=O.O1C2=C(OCC1)C=C(C=C2)C(CCC(=O)C2=CC=C(C=C2)C(F)(F)F)=O